CCCS The molecule is an alkanethiol that is propane substituted by a thiol group at position 1. It has a role as a plant metabolite.